2-(6-{5-chloro-2-[(2-hydroxy-2-methylpropyl)amino]pyrimidin-4-yl}-1-oxo-2,3-dihydro-1H-isoindol-2-yl)-N-[(1R)-1-(3-methoxyphenyl)ethyl]acetamide ClC=1C(=NC(=NC1)NCC(C)(C)O)C1=CC=C2CN(C(C2=C1)=O)CC(=O)N[C@H](C)C1=CC(=CC=C1)OC